isopropyl (S)-6-diazo-2-((S)-3-(7-(dimethylamino)-1H-indol-3-yl)-2-methoxypropanamido)-5-oxohexanoate [N+](=[N-])=CC(CC[C@@H](C(=O)OC(C)C)NC([C@H](CC1=CNC2=C(C=CC=C12)N(C)C)OC)=O)=O